ICC(=O)Cl 2-iodoacetyl chloride